FC(C)F 1,1-DIFLUOROETHANE